O-benzyl-D-serine C1=CC=C(C=C1)COC[C@H](C(=O)O)N